FC1=C(C=CC=C1C[C@@H]1N(CC([C@@H]1NS(=O)(=O)C)(F)F)C(C(CC)(C)O)=O)C1=CC(=CC=C1)F N-[(2S,3R)-2-[(2,3'-difluoro[1,1'-biphenyl]-3-yl)methyl]-4,4-difluoro-1-(2-hydroxy-2-methylbutanoyl)pyrrolidin-3-yl]methane-sulfonamide